C(C1=CC=CC=C1)OC(=O)N1CCN(C2=CC=CC(=C12)C)C1=CC2=C(N=C(N=C2)NCC2=C(C=C(C=C2)OC)OC)N(C1=O)C1=CC=C(C=C1)N1CCOCC1 4-[2-[(2,4-dimethoxyphenyl)methylamino]-8-(4-morpholinophenyl)-7-oxo-pyrido[2,3-d]pyrimidin-6-yl]-8-methyl-2,3-dihydroquinoxaline-1-carboxylic acid benzyl ester